CN([C@H](C(=O)O)CC1=CC=CC=C1)C (2S)-2-(dimethylamino)-3-phenylpropanoic acid